NC(COC1=CC(=C2CC(CC2=C1)CNCCC1CN(C(O1)=O)C=1C=CC=2OCC(NC2N1)=O)F)C 6-[5-[2-[[6-(2-aminopropoxy)-4-fluoro-2,3-dihydro-1H-inden-2-yl]methylamino]ethyl]-2-oxo-1,3-oxazolidin-3-yl]-4H-pyrido[3,2-b][1,4]oxazin-3-one